BrC1=C(C=CC=C1F)C(O)C=1OC=CC1 (2-bromo-3-fluorophenyl)(furan-2-yl)methanol